methylphenylsilylether C[SiH](C1=CC=CC=C1)O[SiH](C)C1=CC=CC=C1